C(C)(C)(C)OC(N[C@@](C(=O)N)(CCCC)C)=O (R)-(1-amino-2-methyl-1-oxohexane-2-yl)carbamic acid tert-butyl ester